4-(4-fluoro-2-oxo-2,3-dihydro-1H-1,3-benzodiazol-1-yl)piperidine-1-carboxylic acid tert-butyl ester C(C)(C)(C)OC(=O)N1CCC(CC1)N1C(NC2=C1C=CC=C2F)=O